chromone oxide O1C2C(C(C3=CC=CC=C13)=O)O2